O1C(=CC=C1)C=1OC=CC1 (furan-2-yl)furan